tert-butyl 3-{3-chloro-7H-pyrrolo[2,3-c]pyridazin-6-yl}azetidine-1-carboxylate ClC1=CC2=C(N=N1)NC(=C2)C2CN(C2)C(=O)OC(C)(C)C